C(C)(=O)O[AlH]CCC aluminabutyl acetate